NC1=NC(=C(C=2N1C(N(N2)CC2=NOC(=N2)C)=O)C2=CC(=NC(=C2)C)C)C2=CC=CC=C2 5-amino-8-(2,6-dimethyl-4-pyridinyl)-2-[(5-methyl-1,2,4-oxadiazol-3-yl)methyl]-7-phenyl-[1,2,4]triazolo[4,3-c]pyrimidin-3-one